1,1-bis(t-butylperoxy)3,5,5-trimethyl-cyclohexane C(C)(C)(C)OOC1(CC(CC(C1)(C)C)C)OOC(C)(C)C